(R)-1-((2,2-dimethyl-1,3-dioxan-5-yl)methyl)-3-(4-fluorophenyl)-1-(1-(1-oxo-1,2-dihydroisoquinolin-4-yl)ethyl)urea CC1(OCC(CO1)CN(C(=O)NC1=CC=C(C=C1)F)[C@H](C)C1=CNC(C2=CC=CC=C12)=O)C